(S)-4-[N-(benzyloxycarbonyl)amino]-3-oxopentanoic acid methyl ester COC(CC([C@H](C)NC(=O)OCC1=CC=CC=C1)=O)=O